4-ethoxy-N-(7-fluoro-2-methyl-2H-indazol-5-yl)-2-(3-(methylamino)pyrrolidin-1-yl)pyrimidine-5-carboxamide formate salt C(=O)O.C(C)OC1=NC(=NC=C1C(=O)NC1=CC2=CN(N=C2C(=C1)F)C)N1CC(CC1)NC